O,O-bis(4-methylpentan-2-yl) phosphorodithioate Disulphide P(OC(C)CC(C)C)(OC(C)CC(C)C)(=S(=S)=S)[S-]